6-(3-Hydroxy-5-methoxyfurfurylamino)-9-β-D-arabinofuranosylpurin OC1=C(CNC2=C3N=CN(C3=NC=N2)[C@H]2[C@@H](O)[C@H](O)[C@H](O2)CO)OC(=C1)OC